(2S,5R)-3-(3-Aminophenethyl)-2-(1-(4-bromophenyl)-3-(4-fluorophenyl)-1H-pyrazol-4-yl)-5-methyloxazole NC=1C=C(CCN2[C@@H](OC(=C2)C)C=2C(=NN(C2)C2=CC=C(C=C2)Br)C2=CC=C(C=C2)F)C=CC1